N-(4-((2-(1,1-difluoroethyl)-6-methylpyrimidin-4-yl)amino)-5-(2-(1,1-difluoroethyl)pyrimidin-4-yl)pyridin-2-yl)acetamide FC(C)(F)C1=NC(=CC(=N1)NC1=CC(=NC=C1C1=NC(=NC=C1)C(C)(F)F)NC(C)=O)C